N-(4-bromophenyl)-2-((4-chlorophenyl)amino)-2-phenylacetamide BrC1=CC=C(C=C1)NC(C(C1=CC=CC=C1)NC1=CC=C(C=C1)Cl)=O